Oxazin-6-on O1N=CC=CC1=O